N-phenethyl-3,4-dihydroquinoline-1(2H)-carboxamide C(CC1=CC=CC=C1)NC(=O)N1CCCC2=CC=CC=C12